BrC=1C(=C(C=C2C(=NNC12)I)[N+](=O)[O-])C=O 7-bromo-3-iodo-5-nitro-1H-indazole-6-carbaldehyde